acryloyloxy-t-butyl isocyanate C(C=C)(=O)OCC(C)(C)N=C=O